NCC=1C(=NC=CC1F)NC1C(NC(CC1)=O)=O 3-((3-(Aminomethyl)-4-fluoropyridin-2-yl)amino)piperidine-2,6-dione